Ethyl 4-(4-bromophenyl)-4,4-difluoro-2-methylenebutanate BrC1=CC=C(C=C1)C(CC(C(=O)OCC)=C)(F)F